dihydrospiro[pyrido[2,3-b][1,4]oxazine-3,3'-pyrrolidine]-1'-carbonitrile N1(CC2(CC1)CNC1=C(O2)N=CC=C1)C#N